tert-butyl 4-{4-[(1S)-1-({8-[(2S)-3-methylbutan-2-yl]-7-oxo-7,8-dihydropyrido[2,3-d]pyrimidin-2-yl}amino)ethyl]phenyl}-3,6-dihydropyridine-1(2H)-carboxylate CC([C@H](C)N1C(C=CC2=C1N=C(N=C2)N[C@@H](C)C2=CC=C(C=C2)C=2CCN(CC2)C(=O)OC(C)(C)C)=O)C